N-(4-bromo-2-carbamoyl-6-chloro-phenyl)-2-(3-chloro-2-pyridyl)-5-methoxy-pyrazole-3-carboxamide BrC1=CC(=C(C(=C1)Cl)NC(=O)C=1N(N=C(C1)OC)C1=NC=CC=C1Cl)C(N)=O